(4-(5-(trifluoromethyl)-1H-1,2,3-triazol-1-yl)phenyl)methanamine FC(C1=CN=NN1C1=CC=C(C=C1)CN)(F)F